3-((tert-butoxycarbonyl)amino)-4-oxobutanoic acid allyl ester C(C=C)OC(CC(C=O)NC(=O)OC(C)(C)C)=O